[1-(4-Hydroxyphenoxy)ethylidene]bisphosphonic acid OC1=CC=C(OC(C)(P(O)(O)=O)P(O)(O)=O)C=C1